C(C)(=O)O.FC=1C(=C(C=CC1)P(C1=CC=CC=C1)C1=CC=CC=C1)F difluoro(triphenylphosphine) acetate